IC=1C=C2C(=NC=NC2=CC1)NC1=CC(=C(C=C1)CC1=CC=2N(C=C1)N=CN2)C 6-iodo-N-(3-methyl-4-{[1,2,4]triazolo[1,5-a]pyridin-7-ylmethyl}phenyl)quinazolin-4-amine